4-chloro-1-methyl-2-(4-(octyloxy)phenyl)pyridinium iodide salt [I-].ClC1=CC(=[N+](C=C1)C)C1=CC=C(C=C1)OCCCCCCCC